6-cyano-7-((3-(N-methylmethylsulfonamido)pyrazin-2-yl)methyl)-7H-pyrrolo[2,3-d]pyrimidine C(#N)C1=CC2=C(N=CN=C2)N1CC1=NC=CN=C1N(S(=O)(=O)C)C